3-(3,5-bis(trifluoromethyl)phenyl)-1-(1-methyl-4-nitro-1H-imidazol-5-yl)-5-(methylsulfinyl)-1H-1,2,4-triazole FC(C=1C=C(C=C(C1)C(F)(F)F)C1=NN(C(=N1)S(=O)C)C1=C(N=CN1C)[N+](=O)[O-])(F)F